C(CCCCCCC\C=C/CCCCCCCC)(=O)OCC(COC(CCCCCCC\C=C/CCCCCCCC)=O)OC(CCCCCCCC1C2C=CC(C1C\C=C/C\C=C/CC)C2)=O [3-[(Z)-octadec-9-enoyl]oxy-2-[8-[3-[(2Z,5Z)-octa-2,5-dienyl]-2-bicyclo[2.2.1]hept-5-enyl]octanoyloxy]propyl] (Z)-octadec-9-enoate